1-(4-bromophenyl)-3-(tetrahydro-2H-pyran-4-yl)-3-azabicyclo[3.1.0]hexan-3-ium chloride [Cl-].BrC1=CC=C(C=C1)C12C[NH+](CC2C1)C1CCOCC1